O=S1(CCOCC2=C1C=C(C=C2)C(=O)N)=O 1,1-dioxo-3,5-dihydro-2H-4,1λ6-benzoxathiepine-8-carboxamide